FC1=CC=C(C=C1)C1=CN=C(O1)NC1=CC=C(N=N1)C#N 6-((5-(4-Fluorophenyl)oxazol-2-yl)amino)pyridazine-3-carbonitrile